(R)-1-(4-(4-(1-(3-amino-5-(trifluoromethyl)phenyl)ethylamino)-2-methylpyrido[2,3-d]pyrimidin-6-yl)-3,6-dihydropyridin-1(2H)-yl)ethan-1-one NC=1C=C(C=C(C1)C(F)(F)F)[C@@H](C)NC=1C2=C(N=C(N1)C)N=CC(=C2)C=2CCN(CC2)C(C)=O